C1=CC=C(C=C1)C2=C(NN=CC=C2)C3=CC=CC=C3 diphenyldiazepine